tert-butyl ((S)-5-(2-aminopyridin-3-yl)-1-(((R)-5-(4-(diethylamino)-4-oxobutyl)-5-azaspiro[2.4]heptan-7-yl)amino)-1-oxopent-4-yn-2-yl)carbamate NC1=NC=CC=C1C#CC[C@@H](C(=O)N[C@H]1CN(CC12CC2)CCCC(=O)N(CC)CC)NC(OC(C)(C)C)=O